8-[(1R)-1-[[6-chloro-2-[1-hydroxy-5-(trideuteriomethyl)-2,3,1-benzoxazaborinin-6-yl]-3-pyridyl]amino]ethyl]-2-isopropyl-3,6-dimethyl-chromen-4-one ClC1=CC=C(C(=N1)C=1C=CC2=C(C=NOB2O)C1C([2H])([2H])[2H])N[C@H](C)C=1C=C(C=C2C(C(=C(OC12)C(C)C)C)=O)C